2,8-dimethylimidazo[1,2-b]pyridazine tert-Butyl-(4R)-4-[(1S)-1-[[2-[methoxy(methyl)amino]-2-oxo-ethoxy]methyl]-3-methyl-but-3-enyl]-2,2-dimethyl-oxazolidine-3-carboxylate C(C)(C)(C)OC(=O)N1C(OC[C@H]1[C@H](CC(=C)C)COCC(=O)N(C)OC)(C)C.CC=1N=C2N(N=CC=C2C)C1